6-nitro-3-nitro-2H-chromene [N+](=O)([O-])C=1C=C2C=C(COC2=CC1)[N+](=O)[O-]